C(C1=CC=CC=C1)N(C1CC2=C(N(N=C2CC1)C1=NC(=NC(=N1)OC)OC)O)C 5-(Benzyl(methyl)amino)-2-(4,6-dimethoxy-1,3,5-triazin-2-yl)-4,5,6,7-tetrahydro-2H-indazol-3-ol